OC1CC(C1)NC=1C2=C(N=C(N1)C1=CC=C(C=C1)C=1OC=CN1)CC[S@]2=O (R)-4-(((1r,3R)-3-hydroxycyclobutyl)amino)-2-(4-(oxazol-2-yl)phenyl)-6,7-dihydrothieno[3,2-d]pyrimidine 5-oxide